1-(2-aminoethyl)-4-[4-(methoxy)phenylthiomethyl]-1H-1,2,3-triazole NCCN1N=NC(=C1)CSC1=CC=C(C=C1)OC